C(C)(=O)N1CCOCC1 4-Acetylmorpholine